N-((2-(2,6-dioxopiperidin-3-yl)-1-oxoisoindolin-5-yl)methyl)-6-tert-butyl-2H-chromene-3-carboxamide O=C1NC(CCC1N1C(C2=CC=C(C=C2C1)CNC(=O)C=1COC2=CC=C(C=C2C1)C(C)(C)C)=O)=O